COC=1C=C(C=CC1)[C@@]1/2CCN[C@@H](CCC1)\C2=C/C#N (Z)-2-((1S,5S)-5-(3-Methoxyphenyl)-2-azabicyclo[3.3.1]nonan-9-ylidene)acetonitrile